(Z)-2-(2-butenyl)-4-hydroxy-3-methyl-2-cyclopentenone C(\C=C/C)C=1C(CC(C1C)O)=O